N-(5-ethynyl-2-fluoropyridin-3-yl)-6-(1,6-diazaspiro[3.3]heptan-6-yl)pyrido[3,2-d]pyrimidin-4-amine C(#C)C=1C=C(C(=NC1)F)NC=1C2=C(N=CN1)C=CC(=N2)N2CC1(CCN1)C2